(9H-fluoren-9-yl)methyl methyl((3S,4R)-4-(tetradecylcarbamoyl)pyrrolidin-3-yl)carbamate CN(C(OCC1C2=CC=CC=C2C=2C=CC=CC12)=O)[C@@H]1CNC[C@H]1C(NCCCCCCCCCCCCCC)=O